tert-butyl 6-[4-[4-([1,2,4]triazolo[1,5-a]pyridin-7-yloxy)anilino]pyrido[3,2-d]pyrimidin-6-yl]-1,6-diazaspiro[3.3]heptane-1-carboxylate N=1C=NN2C1C=C(C=C2)OC2=CC=C(NC=1C3=C(N=CN1)C=CC(=N3)N3CC1(CCN1C(=O)OC(C)(C)C)C3)C=C2